ethyl (4S)-4-[4-((2-methylpropyl)methylcarbamoyl)piperidin-1-yl]azepane-1-carboxylate CC(CN(C(=O)C1CCN(CC1)[C@@H]1CCN(CCC1)C(=O)OCC)C)C